N=1C=CN2C1C=CC(=C2)C(=O)N2CCCCC2 1-({imidazo[1,2-a]pyridin-6-yl}carbonyl)piperidin